C(C)(C)(C)C1=CC=C(C=C1)NC(OCC1=CC=C2C=C(C(=NC2=C1)C)C1C(NC(CC1)=O)=O)=O (3-(2,6-dioxopiperidin-3-yl)-2-methylquinolin-7-yl)methyl (4-(tert-butyl)phenyl)carbamate